C(C)(C)(C)OC(=O)N1C[C@H](CC1)[C@@H](C(=O)N1C(OC[C@@H]1CC1=CC=CC=C1)=O)CC1=C(C=C(C=C1)C#N)Br (3R)-3-[(1S)-2-[(4S)-4-benzyl-2-oxo-oxazolidin-3-yl]-1-[(2-bromo-4-cyanophenyl)methyl]-2-oxoethyl]pyrrolidine-1-carboxylic acid tert-butyl ester